3-(2,2-Difluoroethyl)-5-(5,5-dimethyl-1,3,2-dioxaborinan-2-yl)-1,3-benzoxazol-2(3H)-one FC(CN1C(OC2=C1C=C(C=C2)B2OCC(CO2)(C)C)=O)F